CCCCCCCCC(CCCCCCCC)OC(CCCCCCCN(CCCCCCCC(OC(CC)CCCCCCCC)=O)CCCNS(=O)(=O)CC1=NOC(=C1)COC)=O.C1(=CC=CC=C1)CCCC=1N=NNC1.[O] oxygen phenylpropyl-triazole Heptadecan-9-yl-8-((3-(((5-(methoxymethyl)isoxazol-3-yl)methyl)sulfonamido)propyl)(8-oxo-8-(undecan-3-yloxy)octyl)amino)octanoate